Cl.C(CCC)N1C(C2=CN=CC=C2C(=C1)C1=CC(=C(C(=C1)OC)CC=O)OC)=O 2-(4-(2-butyl-1-oxo-1,2-dihydro-2,7-naphthyridin-4-yl)-2,6-dimethoxyphenyl)acetaldehyde HCl salt